ClC=1N=C(C=2C(N1)=CN(N2)C)OC(C)C2=CC=C(C=C2)C=2N(C=C(N2)C(F)(F)F)C(C)C 5-chloro-7-(1-(4-(1-isopropyl-4-(trifluoromethyl)-1H-imidazol-2-yl)phenyl)ethoxy)-2-methyl-2H-pyrazolo[4,3-d]pyrimidine